FC1=CC(=C(C=C1)C=1C=C(C=C2C(N(C(=NC12)NC[C@H](C)O)CC=1C=NN(C1)C)=O)S(=O)(=O)NC1(CC1)C)C 8-(4-fluoro-2-methylphenyl)-2-{[(2S)-2-hydroxypropyl]amino}-N-(1-methylcyclopropyl)-3-[(1-methylpyrazol-4-yl)methyl]-4-oxoquinazoline-6-sulfonamide